N-ethyl-2-(pyrrolidin-1-yl)ethan-1-amine C(C)NCCN1CCCC1